C(C)(C)NC1=CC=C(C(=O)NC=2C=CC=C3C=CC(=NC23)C)C=C1 4-(Isopropylamino)-N-(2-methylquinolin-8-yl)benzamide